(8aS)-2-(4-bromophenyl)octahydropyrrolo[1,2-a]pyrazine-7-carbonitrile BrC1=CC=C(C=C1)N1C[C@H]2N(CC1)CC(C2)C#N